hexanoic acid-4-(hexahydro pyrrolo[1,2-a]pyrimidin-1-yl methyl)-benzyl ester N1(C2N(CCC1)CCC2)CC2=CC=C(COC(CCCCC)=O)C=C2